2-((4-(2-(4-chloro-2-fluorophenyl)-2-methylbenzo[d][1,3]dioxol-4-yl)piperidin-1-yl)methyl)-1-((3-hydroxycyclobutyl)methyl)-1H-imidazole-5-carbaldehyde ClC1=CC(=C(C=C1)C1(OC2=C(O1)C=CC=C2C2CCN(CC2)CC=2N(C(=CN2)C=O)CC2CC(C2)O)C)F